N4-(6-fluoro-8-methylcinnolin-4-yl)-N2-(4-(4-methylpiperazin-1-yl)phenyl)pyrimidine-2,4-diamine FC=1C=C2C(=CN=NC2=C(C1)C)NC1=NC(=NC=C1)NC1=CC=C(C=C1)N1CCN(CC1)C